COCC(C)N1C(=NC2=CC=C(C=C2C1=O)[N+](=O)[O-])C 3-(1-methoxypropan-2-yl)-2-methyl-6-nitroquinazolin-4(3H)-one